COC(=O)C1(CC1)OC1=C(C=CC=C1)C1CC1 (2-cyclopropylphenoxy)cyclopropane-1-carboxylic acid methyl ester